C(C)OC1=NC=CC=C1C=1C=C(C=2N(N1)C(=NC2C(C)C)C)NCC2=NN(C=C2)C 2-(2-ethoxy-3-pyridyl)-5-isopropyl-7-methyl-N-[(1-methylpyrazol-3-yl)methyl]imidazo[1,5-b]pyridazin-4-amine